4,5-dinitro-1,2-phenylenediamine [N+](=O)([O-])C1=CC(=C(C=C1[N+](=O)[O-])N)N